3-methacryloylaminopropyl-methyldimethoxysilane C(C(=C)C)(=O)NCCC[Si](OC)(OC)C